3-(5-(difluoromethyl)-1,3,4-thiadiazol-2-yl)-N-(1-(fluoromethyl)cyclopropyl)-8-(piperazin-1-yl)imidazo[1,5-a]pyridine-6-sulfonamide formate C(=O)O.FC(C1=NN=C(S1)C1=NC=C2N1C=C(C=C2N2CCNCC2)S(=O)(=O)NC2(CC2)CF)F